C[C@@H]1O[C@@H](CN(C1)C1=CC=CC(=N1)C=1N=C(SC1)NC(=O)[C@H]1N(CCC1)C(=O)C=1C=CC2=C(S(CCOC2)(=O)=O)C1)C (S)-N-(4-(6-((2S,6R)-2,6-dimethylmorpholino)pyridin-2-yl)thiazol-2-yl)-1-(1,1-dioxido-2,3-dihydro-5H-benzo[e][1,4]oxathiepine-8-carbonyl)pyrrolidine-2-carboxamide